((3R,6R)-1-(1-(2,2-difluoroethyl)-1H-pyrazolo[3,4-b]pyrazin-6-yl)-6-methylpiperidin-3-yl)methanol FC(CN1N=CC=2C1=NC(=CN2)N2C[C@@H](CC[C@H]2C)CO)F